C(C)(C)(C)C=1C(=NC=CN1)/C=C/C(=O)NC1=CC=C(C=C1)O (E)-3-(3-(tert-butyl)pyrazine-2-yl)-N-(4-hydroxyphenyl)acrylamide